C(C)(C)(C)OC(=O)N[C@H]1CN(CC1)C=1C=C(C(=O)NCC(=O)OC)C=CC1[N+](=O)[O-] methyl (R)-(3-(3-((tert-butoxycarbonyl)amino)pyrrolidin-1-yl)-4-nitrobenzoyl)glycinate